COC1=C(C=C(C(=C1)N1CCC(CC1)N1CCN(CC1)C)C)NC=1N=C(C2=C(N1)NC=C2)NC=2C(=C1N=CC=NC1=CC2)P(C)(C)=O (6-((2-((2-methoxy-5-methyl-4-(4-(4-methylpiperazin-1-yl)piperidin-1-yl)phenyl)amino)-7H-pyrrolo[2,3-d]pyrimidin-4-yl)amino)quinoxalin-5-yl)dimethylphosphine oxide